C(C)OC(=O)C=1C=NN2C1NC(=CC2=O)C2=CC=C(C=C2)C2CCCC2 5-(4-cyclopentylphenyl)-7-oxo-4,7-dihydropyrazolo[1,5-a]pyrimidine-3-carboxylic acid ethyl ester